C(C)C=1C(=NON1)C(=O)OC methyl 4-ethyl-1,2,5-oxadiazole-3-carboxylate